(E)-(2'-(1-(4-cyanophenyl)-2-(trimethylsilyl)ethenyl)-[1,1'-biphenyl]-2-yl)diphenylphosphine C(#N)C1=CC=C(C=C1)/C(=C\[Si](C)(C)C)/C1=C(C=CC=C1)C1=C(C=CC=C1)P(C1=CC=CC=C1)C1=CC=CC=C1